C(C#C)OC=1C=C(C=CC1)O 3-(prop-2-yn-1-yloxy)phenol